5-((1-Methylpiperidin-4-yl)oxy)isoindoline hydrochloride Cl.CN1CCC(CC1)OC=1C=C2CNCC2=CC1